tert-butyl 4-(6-(3-((5-cyclopropoxypyridin-2-yl)(imino)methyl)thioureido)pyridin-3-yl)piperazine-1-carboxylate C1(CC1)OC=1C=CC(=NC1)C(NC(NC1=CC=C(C=N1)N1CCN(CC1)C(=O)OC(C)(C)C)=S)=N